C1(CC1)C1=NN(C(=C1C(F)(F)F)C(=O)O)CC1(CC(C1)(F)F)C 3-cyclopropyl-1-((3,3-difluoro-1-methylcyclobutyl)methyl)-4-(trifluoromethyl)-1H-pyrazole-5-carboxylic acid